CN1N=CC2=CC=C(C=C12)C=1C2=C(NN1)C1=C(C2)SC(=C1)C1=CC=C(CN2C(CCCC2)=O)C=C1 1-(4-(3-(1-methyl-1H-indazol-6-yl)-1,4-dihydro-thieno[2',3':4,5]cyclopenta[1,2-c]pyrazol-6-yl)benzyl)piperidin-2-one